CN(C)C[C@@H]1C[C@@H]2[C@@H](OC(O2)(CCCCCCCC\C=C/C\C=C/CCCCC)CCCCCCC\C=C/C\C=C/CCCCCC)CC1 N,N-dimethyl-1-((3aR,5S,7aS)-2-((8Z,11Z)-octadeca-8,11-dien-1-yl)-2-((9Z,12Z)-octadeca-9,12-dien-1-yl)hexahydrobenzo[d][1,3]dioxol-5-yl)methylamine